Diphenyl-Methanone C1(=CC=CC=C1)C(=O)C1=CC=CC=C1